tert-butyl 3-(thiazol-2-yl)piperidine-1-carboxylate S1C(=NC=C1)C1CN(CCC1)C(=O)OC(C)(C)C